tris[3-(2,6-dimethylphenyl)-6-phenylpyridazine] iridium [Ir].CC1=C(C(=CC=C1)C)C=1N=NC(=CC1)C1=CC=CC=C1.CC1=C(C(=CC=C1)C)C=1N=NC(=CC1)C1=CC=CC=C1.CC1=C(C(=CC=C1)C)C=1N=NC(=CC1)C1=CC=CC=C1